(7S)-6-ethyl-spiro[5,8-dihydropyrido[4,3-d]pyrimidine-7,1'-tetrahydronaphthalene]-2,4-diol C(C)N1CC2=C(N=C(N=C2O)O)C[C@]12CCCC1=CC=CC=C21